3-[3-(2-chloro-6-methyl-4-pyridyl)-5-[[1-(2-hydroxyethyl)-4-piperidyl]amino]pyrazolo[1,5-a]pyrimidin-2-yl]benzonitrile ClC1=NC(=CC(=C1)C=1C(=NN2C1N=C(C=C2)NC2CCN(CC2)CCO)C=2C=C(C#N)C=CC2)C